ClC1=C(C(=CC=C1)Cl)NC(=O)C=1C(=NC(=NC1)NC1=CC(=C(C=C1)N1CCN(CC1)C)C#N)OCC N-(2,6-dichlorophenyl)-4-ethoxy-2-{[3-cyano-4-(4-methylpiperazin-1-yl)phenyl]amino}pyrimidine-5-carboxamide